tert-butyl (2S)-4-(2-(hydroxymethyl)-4-methyl-5-oxo-4,5-dihydropyrazolo[1,5-a]pyrimidin-7-yl)-2-methylpiperidine-1-carboxylate OCC1=NN2C(N(C(C=C2C2C[C@@H](N(CC2)C(=O)OC(C)(C)C)C)=O)C)=C1